C(C)(C)(C)OC([C@@H](N)C)=O alanine tertiary-butyl ester